3-methyl-tetrazoline CN1N=NCN1